1-(5-methylfuran-2-yl)ethanone CC1=CC=C(O1)C(C)=O